C1(=CCCCC1)CCNC1=NC=C(C=N1)B1OC(C(O1)(C)C)(C)C N-(2-(cyclohex-1-en-1-yl)ethyl)-5-(4,4,5,5-tetramethyl-1,3,2-dioxaborolan-2-yl)pyrimidin-2-amine